6-(1-((1,3-dimethyl-5-(trifluoromethyl)-1H-pyrazol-4-yl)sulfonyl)piperidin-4-yl)-7-fluoro-[1,2,4]triazolo[1,5-a]pyridine CN1N=C(C(=C1C(F)(F)F)S(=O)(=O)N1CCC(CC1)C=1C(=CC=2N(C1)N=CN2)F)C